(±)-tert-butyl 3-((2-(trifluoromethyl)phenoxy)methyl)piperidine-1-carboxylate FC(C1=C(OC[C@H]2CN(CCC2)C(=O)OC(C)(C)C)C=CC=C1)(F)F |r|